1,3-bis(2-phenyl-1,10-phenanthrolin-9-yl)benzene di-tert-butyl-piperazine-1,4-dicarboxylate C(C)(C)(C)OC(=O)N1CCN(CC1)C(=O)OC(C)(C)C.C1(=CC=CC=C1)C1=NC2=C3N=C(C=CC3=CC=C2C=C1)C1=CC(=CC=C1)C=1C=CC2=CC=C3C=CC(=NC3=C2N1)C1=CC=CC=C1